C1(=C(C(=C(C(=C1[2H])[2H])[2H])[2H])[2H])C1C(N\C(\C(N1)=O)=C(\[2H])/C=1N=CNC1C(C=C)(C)C)=O (3Z,6Z)-3-(phenyl-2,3,4,5,6-d5)-methylene-6-((5-(tert-butyl)-1H-imidazol-4-yl)methylene-d)piperazine-2,5-dione